CN1C2=CC=CC=C2C=2[C@H]([C@@H]([C@H](CC12)C1=CC=C(C=C1)C)N)CCNCC1COC1 (2R,3R,4R)-9-Methyl-2-(4-methylphenyl)-4-(2-{[(oxetan-3-yl)methyl]amino}ethyl)-2,3,4,9-tetrahydro-1H-carbazol-3-amine